(+)-N-[(2S)-1-hydroxypropan-2-yl]-2-(1-methyl-1H-pyrazol-4-yl)-3-oxo-6-[4-(trifluoromethyl)phenyl]-2,3-dihydropyridazine-4-carboxamide OC[C@H](C)NC(=O)C=1C(N(N=C(C1)C1=CC=C(C=C1)C(F)(F)F)C=1C=NN(C1)C)=O